(Z)-4-(3-(4-chloro-2-(trifluoromethyl)phenyl)-2-nitroprop-1-en-1-yl)-3-hydroxybenzoic acid methyl ester COC(C1=CC(=C(C=C1)\C=C(\CC1=C(C=C(C=C1)Cl)C(F)(F)F)/[N+](=O)[O-])O)=O